5-methoxy-2-methyl-2H-indazol-4-amine COC1=C(C2=CN(N=C2C=C1)C)N